C(C=C)OCC(COCCCCCCCCC=C)O 1-allyloxy-3-dec-9-enyloxy-propan-2-ol